4-[7-(4-cyano-3-pyridyl)imidazo[1,2-a]pyridin-3-yl]-2,6-dimethoxy-N-(2,2,2-trifluoroethyl)benzamide C(#N)C1=C(C=NC=C1)C1=CC=2N(C=C1)C(=CN2)C2=CC(=C(C(=O)NCC(F)(F)F)C(=C2)OC)OC